7-amino-1,2,3,4-tetrahydroisoquinoline-2-carboxylic acid tert-butyl ester C(C)(C)(C)OC(=O)N1CC2=CC(=CC=C2CC1)N